N-(2-(benzylseleno)-1-phenylethyl)aniline C(C1=CC=CC=C1)[Se]CC(C1=CC=CC=C1)NC1=CC=CC=C1